CC=1C=C(C=C([C@H]([C@H]([C@@H]([C@H](C(O)=CC2=CC(=C(C=C2)C)C)O)O)O)O)O)C=CC1C bis(3,4-dimethyl-benzylidene)-sorbitol